(2-chloro-5-methoxypyridin-4-yl)boric acid ClC1=NC=C(C(=C1)OB(O)O)OC